3-(2-ethoxy-4-diethylaminophenyl)-3-(1-pentyl-2-methylindol-3-yl)-4,5,6,7-tetrachlorophthalide C(C)OC1=C(C=CC(=C1)N(CC)CC)C1(OC(=O)C2=C(C(=C(C(=C12)Cl)Cl)Cl)Cl)C1=C(N(C2=CC=CC=C12)CCCCC)C